tert-butyl (3-{[1-(4-chloro-3-fluorophenyl)-1H-pyrazole-4-carbonyl]amino}bicyclo[1.1.1]pentan-1-yl)carbamate ClC1=C(C=C(C=C1)N1N=CC(=C1)C(=O)NC12CC(C1)(C2)NC(OC(C)(C)C)=O)F